C(C)(=O)N1CCN(CC1)C=1C=C(C=NC1)CC(=O)OC methyl 2-[5-(4-acetylpiperazin-1-yl)pyridin-3-yl]acetate